1,3-diphenyl-1H-isoindole C1(=CC=CC=C1)C1N=C(C2=CC=CC=C12)C1=CC=CC=C1